ClC=1C=C(C=C(C1)NS(=O)(=O)C)NC(=O)C1=CN(C(=C1)C1=NC=C(C=C1OCC=1N=C(SC1)C)F)C N-(3-chloro-5-(methylsulfonamido)phenyl)-5-(5-fluoro-3-((2-methylthiazol-4-yl)methoxy)pyridin-2-yl)-1-methyl-1H-pyrrole-3-carboxamide